C(#N)C1=CC=CC(=N1)N1CC(C1)N(C(OC(C)(C)C)=O)C tert-butyl N-[1-(6-cyanopyridin-2-yl) azetidin-3-yl]-N-methylcarbamate